4-fluoro-N-(2-((2-(2-(methoxymethyl)-7-(piperidine-1-carbonyl)quinoxalin-5-yl)-4-methylbenzo[d]thiazol-6-yl)oxy)ethyl)benzenesulfonamide FC1=CC=C(C=C1)S(=O)(=O)NCCOC1=CC2=C(N=C(S2)C2=C3N=CC(=NC3=CC(=C2)C(=O)N2CCCCC2)COC)C(=C1)C